NC=1SC(=C(N1)C(=O)N)[C@@H]1C[C@@H](CCC1)NC1=NC(=NC(=C1)C1=CC=CC=C1)C1=CN(C2=NC=C(C=C21)F)S(=O)(=O)C2=CC=C(C)C=C2 |r| (+/-)-cis-2-amino-(3-((2-(5-fluoro-1-tosyl-1H-pyrrolo[2,3-b]pyridin-3-yl)-6-phenylpyrimidin-4-yl)amino)cyclohexyl)thiazole-4-carboxamide